4-Hydroxy-L-proline OC1C[C@H](NC1)C(=O)O